CC1=NC2=CC=CC=C2C(=N1)NC(C)C1=C(C(=CC=C1)C(F)(F)F)C 2-methyl-4-((1-(2-methyl-3-(trifluoromethyl)phenyl)ethyl)amino)quinazoline